3-(5-amino-2-((2S)-2,4-dimethylpiperazin-1-yl)phenyl)propan-1-ol NC=1C=CC(=C(C1)CCCO)N1[C@H](CN(CC1)C)C